C(C)(C)(C)OC(NC1CNCC(C1)(F)F)=O (5,5-difluoropiperidin-3-yl)carbamic acid tert-butyl ester